3-glycidyloxypropyl-trimethoxysilane tert-butyl-(±)-(2-isopropoxy-1-(3-(trifluoromethyl)phenyl)ethyl)carbamate C(C)(C)(C)N(C(O)=O)[C@@H](COC(C)C)C1=CC(=CC=C1)C(F)(F)F.C(C1CO1)OCCC[Si](OC)(OC)OC |r|